BrC=1C(=NC(=NC1)NC=1C(=NN(C1)C1CCN(CC1)C)C)NCCCNC(=O)C1COC1 N-(3-((5-bromo-2-((3-methyl-1-(1-methylpiperidin-4-yl)-1H-pyrazol-4-yl)amino)pyrimidin-4-yl)amino)propyl)oxetane-3-carboxamide